3-(1,4-Dimethyl-1H-benzotriazol-5-yl)-3-(7-{[(4R)-7-ethoxy-4-ethyl-1,1-dioxo-3,4-dihydro-2H-pyrido[2,3-b][1,4,5]oxathiazepin-2-yl]methyl}-1-benzothien-5-yl)propanoic acid CN1N=NC2=C1C=CC(=C2C)C(CC(=O)O)C=2C=C(C1=C(C=CS1)C2)CN2S(C1=C(O[C@@H](C2)CC)N=C(C=C1)OCC)(=O)=O